(R)-7-((9-fluoro-3,4-dihydrospiro[benzo[b][1,4]dioxepine-2,1'-cyclopropan]-7-yl)methoxy)-3,4,11,11a-tetrahydropyrimido[6',1':2,3]imidazo[5,1-c][1,4]oxazin-9(1H)-one FC1=CC(=CC2=C1OC1(CC1)CCO2)COC2=NC(N1C(N3[C@@H](COCC3)C1)=C2)=O